CNC(CS)C(=O)O 5-methylcysteine